CC1N(CCC(C1)=O)C methyl-1-methyl-4-piperidone